[N+](=O)(O)[O-].C(=C)N1CCCC1 1-vinylpyrrolidine nitrate